1,3-diglycidyl-5,5-dimethyl-hydantoin C(C1CO1)N1C(=O)N(C(=O)C1(C)C)CC1CO1